COC(=O)C1=C(CCCO1)C\C=C(/CO)\C1=CC=CC=C1 (Z)-5-(4-hydroxy-3-phenyl-2-buten-1-yl)-3,4-dihydro-2H-pyran-6-carboxylic acid methyl ester